C(C1=CC=CC=C1)OC=1C=C(C=CC1OC)C=1C(=CC(=NC1)N1CCNCC1)C1=CC(=C(C=C1)C#N)F 4-(5-(3-(benzyloxy)-4-methoxyphenyl)-4-(4-cyano-3-fluorophenyl)pyridin-2-yl)piperazine